2,2'-((2-((2-(3-(2-(bis(cyanomethyl)amino)ethyl)-2-oxoimidazolidin-1-yl)ethyl)amino)ethyl)azane-diyl)diacetonitrile C(#N)CN(CCN1C(N(CC1)CCNCCN(CC#N)CC#N)=O)CC#N